NC1=NNC2=CC=C(C(=C12)C)C1=C(C=C(C=C1)S(=O)(=O)NC1CC(C1)(C)O)C 4-(3-amino-4-methyl-1H-indazol-5-yl)-N-((1s,3s)-3-hydroxy-3-methylcyclobutyl)-3-methylbenzenesulfonamide